C(C)(C)(C)OC(=O)N1C2C(NCC1CC2)CO 2-(hydroxymethyl)-3,8-diazabicyclo[3.2.1]Octane-8-carboxylic acid tert-butyl ester